Tert-Butyl 3-((6-Cyano-2-(2-((6,6-Dimethyl-2,4-Dioxo-3-Azabicyclo[3.1.0]Hexan-3-Yl)Methyl)Thieno[3,2-B]Pyridin-7-Yl)-4-Methylpyridin-3-Yl)Oxy)Piperidine-1-Carboxylate C(#N)C1=CC(=C(C(=N1)C1=C2C(=NC=C1)C=C(S2)CN2C(C1C(C1C2=O)(C)C)=O)OC2CN(CCC2)C(=O)OC(C)(C)C)C